7-Bromo-3-ethyl-2-iodobenzo[b]thiophene BrC1=CC=CC2=C1SC(=C2CC)I